8-(3,3-dimethyl-2,3-dihydro-1-benzofuran-5-yl)-N-(4-methanesulfonylpyridin-3-yl)quinoxalin CC1(COC2=C1C=C(C=C2)C=2C=CC=C1N=CCN(C21)C=2C=NC=CC2S(=O)(=O)C)C